N1=C(C=CC=C1)N1N=CC=C1C1=CC=CC=C1 1-Pyridyl-5-phenyl-1H-pyrazol